C1(=CC=CC=C1)P(C1=C(C=CC=C1)N=C1N(C=CN1C)C)C1=CC=CC=C1 N-(2-(diphenylphosphino)phenyl)-1,3-dimethylimidazole-2-imine